COC1=C(C=C(C(=C1)C(F)(F)F)OC)CCN 2-[2,5-dimethoxy-4-(trifluoromethyl)phenyl]ethylamine